CC=1C(NC=2C(C3=C(C(C2C1)=O)C=C(C(N3)=O)C)=O)=O 3,7-dimethyl-1,9-dihydropyrido[3,2-g]quinolin-2,5,8,10-tetraone